2-(3-(aminomethyl)-1H-pyrazol-1-yl)-2-methylpropanoic acid ethyl ester C(C)OC(C(C)(C)N1N=C(C=C1)CN)=O